FC(C1=NN=C(O1)C1=CC(=C(C=C1)CN(C(=O)N1CC2(C1)CNC2)C2=CC=CC=C2)F)F N-[[4-[5-(difluoromethyl)-1,3,4-oxadiazol-2-yl]-2-fluoro-phenyl]methyl]-N-phenyl-2,6-diazaspiro[3.3]heptan-2-carboxamide